caffeoyl-butadiene C(\C=C\C1=CC(O)=C(O)C=C1)(=O)C=CC=C